((2r,4S,5r)-5-fluoro-2-((S)-1-(4-fluorophenyl)-1,2,3,4-tetrahydroisoquinoline-2-carbonyl)tetrahydro-2H-pyran-4-yl)carbamic acid tert-butyl ester C(C)(C)(C)OC(N[C@H]1C[C@@H](OC[C@@H]1F)C(=O)N1[C@H](C2=CC=CC=C2CC1)C1=CC=C(C=C1)F)=O